2,3,4,4a,5,6-hexahydro-1,4a-dimethyl-7-(1-methylethyl)naphthalene CC=1CCCC2(CCC(=CC12)C(C)C)C